2-(naphthalene-1-yl)-9,10-diphenyl-9,10-dihydroanthracene-9,10-diol C1(=CC=CC2=CC=CC=C12)C1=CC=2C(C3=CC=CC=C3C(C2C=C1)(O)C1=CC=CC=C1)(O)C1=CC=CC=C1